2-[[5-(4-chloro-2-fluoro-phenyl)-3-methyl-triazol-4-yl]methyl]-5-(6-methoxy-5-methyl-3-pyridyl)pyridazin-3-one ClC1=CC(=C(C=C1)C1=C(N(N=N1)C)CN1N=CC(=CC1=O)C=1C=NC(=C(C1)C)OC)F